C[C@H](CO)CN1CCOCC1 (S)-2-methyl-3-morpholinopropan-1-ol